N1(CCCCC1)CC=1C=C(C=CC1)CN (3-(piperidin-1-ylmethyl)phenyl)methylamine